1-[5-tert-butyl-2-cyclopropyl-2H-pyrazol-3-yl]-3-[4-(1-oxo-tetrahydrothiophen-3-yl-ethoxy)naphthalen-1-yl]-urea C(C)(C)(C)C=1C=C(N(N1)C1CC1)NC(=O)NC1=CC=C(C2=CC=CC=C12)OCCC1CS(CC1)=O